ClC1=C(C=C2C(=C(N(C2=C1C#N)C)C1=NN=C(N1)C(COC)O)N1C=NC=C1)OC 6-chloro-2-(5-(1-hydroxy-2-methoxyethyl)-4H-1,2,4-triazol-3-yl)-3-(1H-imidazol-1-yl)-5-methoxy-1-methyl-1H-indole-7-carbonitrile